[C@H]12CC(C[C@H](CCC1)N2)N(C2=CC=C(N=N2)C2=C(C=C(C=C2)C2=CC(NC=C2)=O)O)C 4-(4-(6-(((1R,3s,5S)-9-azabicyclo[3.3.1]nonan-3-yl)(methyl)amino)pyridazin-3-yl)-3-hydroxyphenyl)pyridin-2(1H)-one